(8aS)-octahydropyrrolo-[1,2-a]pyrazin C1[C@H]2N(CCN1)CCC2